OC(CCC=C)[C@H]1N(C(OC1)(C)C)C(=O)OC(C)(C)C tert-Butyl (4S)-4-(1-hydroxypent-4-enyl)-2,2-dimethyl-oxazolidine-3-carboxylate